potassium propionamide C(CC)(=O)N.[K]